4-((5-methoxypyridin-2-yl)ethynyl)N1-(methyl-d3)-2,7-naphthyridine-1,6-diamine COC=1C=CC(=NC1)C#CC1=CN=C(C2=CN=C(C=C12)N)NC([2H])([2H])[2H]